FC(C1=NN(C(=C1C(=O)N[C@@H](C)C1=CC=C(C(=O)O)C=C1)OC1=CC(=CC=C1)C(C)F)C)F 4-((1S)-1-(3-(difluoromethyl)-5-(3-(1-fluoroethyl)phenoxy)-1-methyl-1H-pyrazole-4-carboxamido)ethyl)benzoic acid